C(CCC)N1C(C2=CC=CC=3C2=C(C1=O)C=CC3)=O 2-butyl-1,3-dioxo-2,3-dihydro-1H-benzo[de]isoquinoline